imidazo[1,2-b]pyridazine-8-carbonitrile formate salt C(=O)O.N=1C=CN2N=CC=C(C21)C#N